C(#N)[C@H]1N(CCC1)C(CN(C(OC(C)(C)C)=O)C12CC3(C[C@@H](CC(C1)C3)C2)OCCOCCNC[C@@H]([C@H]([C@@H]([C@@H](CO)O)O)O)O)=O tert-butyl (2-((S)-2-cyanopyrrolidin-1-yl)-2-oxoethyl)((1S,3R,5S)-3-(2-(2-(((2S,3R,4R,5R)-2,3,4,5,6-pentahydroxyhexyl)amino)ethoxy)ethoxy)adamantan-1-yl)carbamate